FC1=CC=C(C=C1)C=1C2=C(C(N(C1)CC)=O)N(C=C2)S(=O)(=O)C2=CC=C(C)C=C2 4-(4-Fluorophenyl)-6-ethyl-1-tosyl-1,6-dihydro-7H-pyrrolo[2,3-c]pyridin-7-one